tert-butyl 4-(4-oxo-5,6-dihydrocyclopenta[c]pyrazol-1-yl)piperidine-1-carboxylate O=C1CCC=2N(N=CC21)C2CCN(CC2)C(=O)OC(C)(C)C